FC1(CC(C1)N(CCO)C)F 2-((3,3-difluorocyclobutyl)(methyl)amino)ethan-1-ol